CC1(N(CC2=C1N=C(N=C2N2[C@@H](COCC2)C)C2=C1C=CNC1=C(C=C2)C)C(C2=CC(=CC=C2)S(=O)(=O)C)=O)C (R)-7,7-dimethyl-2-(7-methyl-1H-indol-4-yl)-6-(3-methylsulfonylbenzoyl)-4-(3-methylmorpholin-4-yl)-6,7-dihydro-5H-pyrrolo[3,4-d]pyrimidine